C(C)OC(COC1=C(C=CC=C1)OC1=C(C=C(C(=C1)N1C(N(C(=CC1=O)C(F)(F)F)C)=O)F)[N+](=O)[O-])=O Ethyl-(2-{4-fluoro-5-[3-methyl-2,6-dioxo-4-(trifluoromethyl)-3,6-dihydropyrimidin-1(2H)-yl]-2-nitrophenoxy}phenoxy)acetat